(3-bromophenyl)(4-methyl-4H-1,2,4-triazol-3-yl)(phenyl)methanol BrC=1C=C(C=CC1)C(O)(C1=CC=CC=C1)C1=NN=CN1C